C1(CC1)C1=C(C=C(N=N1)C=1C(NC(NC1)=O)=O)[C@@H]1[C@H](C1)C(C)C 5-(6-cyclopropyl-5-((1S,2R)-2-isopropylcyclopropyl)pyridazin-3-yl)pyrimidine-2,4(1H,3H)-dione